ClC1=CC=C(C=C1)C=1C=C(C(N(N1)C1=CC(=CC=C1)F)=O)C(=O)NCC(C(C)(C)O)O 6-(4-chlorophenyl)-N-(2,3-dihydroxy-3-methylbutyl)-2-(3-fluorophenyl)-3-oxo-2,3-dihydropyridazine-4-carboxamide